tert-butyl N-[1-(2-chloroethyl)azetidin-3-yl]carbamate ClCCN1CC(C1)NC(OC(C)(C)C)=O